1,13-Diamino-4,7,10-trioxa-tridecan NCCCOCCOCCOCCCN